[Cu+2].C(C=1C(O)=CC=CC1)(=O)O salicylic acid copper (II)